COC1=NC(=CC(=C1)N)OC 2,6-dimethoxy-4-pyridinamine